C12=NNCCC2CCC1 diazabicyclo[4.3.0]nonene